S1C(=CC=C1)C=1SC(=C2C1OCCO2)C2=CC=C(C1=NSN=C12)C=1SC(=C2OCCOC21)C=2SC=CC2 4,7-bis(7-(thiophen-2-yl)-2,3-dihydrothieno[3,4-b][1,4]dioxin-5-yl)benzo[c][1,2,5]thiadiazole